BrC=1C=C(C=CC1)C1C(NC(NC1=O)=O)=O 5-(3-bromophenyl)hexahydropyrimidine-2,4,6-trione